N-(4-((2-Methoxy-3-(1-(methyl-d3)-1H-1,2,4-triazol-3-yl)phenyl)amino)-5-(propanoyl-3,3,3-d3)pyridin-2-yl)cyclopropanecarboxamide COC1=C(C=CC=C1C1=NN(C=N1)C([2H])([2H])[2H])NC1=CC(=NC=C1C(CC([2H])([2H])[2H])=O)NC(=O)C1CC1